FC=1C=C(C=NC1OC)C1=CC=CC=N1 6-(5-fluoro-6-methoxypyridin-3-yl)pyridin